ortho-chlorophenol-d ClC1=C(C=CC=C1[2H])O